3-methoxy-6-methyl-naphthalen-1-ol COC=1C=C(C2=CC=C(C=C2C1)C)O